(3-methylpyridin-2-yl)methanol CC=1C(=NC=CC1)CO